dimethyltetradecyl-(2-methacryloyloxyethyl)ammonium bromide [Br-].C[N+](CCOC(C(=C)C)=O)(CCCCCCCCCCCCCC)C